ethyl 2,2-difluoro-1',4',6',7'-tetrahydrospiro[cyclopropane-1,5'-indazole]-3'-carboxylate FC1(CC12CC=1C(=NNC1CC2)C(=O)OCC)F